1,3-Propenediol C(=CCO)O